(1H-pyrrolo[2,3-b]pyridin-3-yl)methanone Methyl-5-amino-4-(3-((tert-butoxycarbonyl)(methyl)amino)prop-1-yn-1-yl)-2-methylbenzoate COC(C1=C(C=C(C(=C1)N)C#CCN(C)C(=O)OC(C)(C)C)C)=O.N1C=C(C=2C1=NC=CC2)C=O